ClC=1N=C(C2=C(N1)C(=CN2)C#N)OC 2-chloro-4-methoxy-5H-pyrrolo[3,2-d]pyrimidine-7-carbonitrile